4-(ethylsulfonyl)-N-[2-(1H-imidazol-1-yl)-2'-(trifluoromethoxy)[1,1'-biphenyl]-4-yl]-benzeneacetamide C(C)S(=O)(=O)C1=CC=C(C=C1)CC(=O)NC1=CC(=C(C=C1)C1=C(C=CC=C1)OC(F)(F)F)N1C=NC=C1